C(C1=CC=CC=C1)N1CC(CC1)C=1C=C(C(=O)NC2=CC(=CC=C2)C(F)(F)F)C=CC1C 3-(1-Benzylpyrrolidin-3-yl)-4-methyl-N-(3-(trifluoromethyl)phenyl)benzamide